O=C([C@H](O)[C@@H](O)[C@H](O)[C@H](O)CO)[O-].[Cu+2].O=C([C@H](O)[C@@H](O)[C@H](O)[C@H](O)CO)[O-] copper (ii) gluconate